CP(=O)(C)C1=C(C=CC=C1)NC1=NC(=NC=C1F)NC1=CC=C(C(=O)NOC)C=C1 4-((4-((2-(dimethylphosphoryl)phenyl)amino)-5-fluoropyrimidin-2-yl)amino)-N-methoxybenzamide